ClC=1C2=C(N=C(N1)C(C)=O)SC(=C2)C 1-(4-chloro-6-methylthieno[2,3-d]pyrimidin-2-yl)ethan-1-one